C(C)[C@H]1OC2=C([C@H](N(C1)CC1=CC=C(C=C1)OC)C)N=CC=C2 |o1:6| (2R,5R*)-2-ethyl-4-(4-methoxybenzyl)-5-methyl-2,3,4,5-tetrahydropyrido[2,3-f][1,4]oxazepine